C(C)(CC)O[Si]1(O[SiH](O[SiH](O[SiH](O1)C)C)C)C 2-sec-butoxy-2,4,6,8-tetramethylcyclotetrasiloxane